FC(C(C(F)(F)F)(O)C1=CC=C(C=C1)NC(=O)C=1OC=CC1)(F)F N-(4-(1,1,1,3,3,3-hexafluoro-2-hydroxypropan-2-yl)phenyl)furan-2-carboxamide